OC1=C(C=C(C=C1C(C)(C)C)NC1=NC(=NC(=N1)SCCCCCCCC)SCCCCCCCC)C(C)(C)C 6-(4-hydroxy-3,5-di-tert-butyl-phenylamino)-2,4-di-n-octylthio-1,3,5-triazine